[W].[Sb] antimony-tungsten